C(CCCC#C)N([C@@H](C(C)C)C(=O)O)CCCCC#C bis-(5-hexynyl)valine